OC(C)(C)C1=CC(=C(C=C1)NC=1N=CC2=C(N1)N(C(=C2)C#N)[C@H]2COC[C@@H]2OC)OC2COC2 2-((4-(2-hydroxy-propan-2-yl)-2-(oxetan-3-yloxy)phenyl)amino)-7-((3S,4R)-4-methoxytetrahydrofuran-3-yl)-7H-pyrrolo[2,3-d]pyrimidine-6-carbonitrile